ClC1=CC2=C(N=C(O2)C=2C(=C(C=CC2)C2=CC=CC=C2)C)C=C1CN1[C@@H](CCC1)C(=O)O ((6-chloro-2-(2-methyl-[1,1'-biphenyl]-3-yl)benzo[d]oxazol-5-yl)methyl)-L-proline